2-(4-((6,7-dimethylquinolin-4-yl)oxy)-2-fluorophenyl)-N-(3-morpholinophenyl)-2-oxoacetamide CC=1C=C2C(=CC=NC2=CC1C)OC1=CC(=C(C=C1)C(C(=O)NC1=CC(=CC=C1)N1CCOCC1)=O)F